tert-butyl 6-[(2-nitrophenyl) amino]-1,4-oxazepane-4-carboxylate [N+](=O)([O-])C1=C(C=CC=C1)NC1CN(CCOC1)C(=O)OC(C)(C)C